2-(4-(4-((S)-2-(3-Chloro-4-cyanophenyl)-3-meth-yl-2,8-diazaspiro[4.5]decan-8-yl)benzoyl)-piperazin-1-yl)-N-(3-(((R)-2,6-dioxopiperidin-3-yl)amino)phenyl)acetamide ClC=1C=C(C=CC1C#N)N1CC2(C[C@@H]1C)CCN(CC2)C2=CC=C(C(=O)N1CCN(CC1)CC(=O)NC1=CC(=CC=C1)N[C@H]1C(NC(CC1)=O)=O)C=C2